CC(CCC(=O)C1=CC=C(C=C1)SC1=CC=CC=C1)C 4-methyl-1-(4-(phenylsulfanyl)phenyl)pentan-1-one